Laurylchloride C(CCCCCCCCCCC)Cl